2-(4-(2-(2-oxo-2-(piperidin-1-yl)ethyl)imidazo[4,5-d]pyrrolo[2,3-b]pyridin-1(6H)-yl)bicyclo[2.2.2]oct-1-yl)acetonitrile O=C(CC1=NC=2C(=C3C(=NC2)NC=C3)N1C13CCC(CC1)(CC3)CC#N)N3CCCCC3